FC(C(COC=1C=NC(=NC1)N1C[C@H](N([C@H](C1)C)C(=O)OC1CC2(CN(C2)CC2=CC=CC=C2)C1)C)O)F 2-benzyl-2-azaspiro[3.3]heptan-6-yl (2R,6S)-4-[5-(3,3-difluoro-2-hydroxypropoxy) pyrimidin-2-yl]-2,6-dimethylpiperazine-1-carboxylate